ClC=1C(=C2C(=NC1N1CC3(CN(C3)C(C=C)=O)CC1)CC(OC2)(C)C)C=2C(=CC=C1C=NN(C21)C)C (M)-1-(6-(3-chloro-4-(1,6-dimethyl-1H-indazol-7-yl)-7,7-dimethyl-7,8-dihydro-5H-pyrano[4,3-b]pyridin-2-yl)-2,6-diazaspiro[3.4]octan-2-yl)-2-propen-1-one